9,9',9'',9'''-(4-(2-(6-phenylpyridin-2-yl)phenyl)pyridine-2,3,5,6-tetrayl)tetrakis(3-(tert-butyl)-9H-carbazole) C1(=CC=CC=C1)C1=CC=CC(=N1)C1=C(C=CC=C1)C1=C(C(=NC(=C1N1C2=CC=CC=C2C=2C=C(C=CC12)C(C)(C)C)N1C2=CC=CC=C2C=2C=C(C=CC12)C(C)(C)C)N1C2=CC=CC=C2C=2C=C(C=CC12)C(C)(C)C)N1C2=CC=CC=C2C=2C=C(C=CC12)C(C)(C)C